3-((6-chloro-2-cyclopropyl-7-fluoro-1-(1-(3-hydroxy-2,2-dimethylpropyl)-1H-pyrazol-4-yl)-1H-indol-3-yl)thio)-2-fluorobenzoic acid ClC1=CC=C2C(=C(N(C2=C1F)C=1C=NN(C1)CC(CO)(C)C)C1CC1)SC=1C(=C(C(=O)O)C=CC1)F